C(C)C1(C(=O)OCCCC1)CC α,α-diethyl-ε-caprolactone